N-[2-(2-aminoethoxy)ethyl]-2-ethyl-4-[[3-[1-propan-2-yl-3-(trifluoromethyl)pyrazol-4-yl]imidazo[1,2-a]pyrazin-8-yl]amino]benzamide NCCOCCNC(C1=C(C=C(C=C1)NC=1C=2N(C=CN1)C(=CN2)C=2C(=NN(C2)C(C)C)C(F)(F)F)CC)=O